4-Acetyl-2-methylpyridine C(C)(=O)C1=CC(=NC=C1)C